ClC1=CC=C(C=C1)C(CN1N=NC(=C1)CNC1=CC=C(C(=O)NCCC(=O)O)C=C1)(C)C 3-(4-((1-(2-(4-chlorophenyl)-2-methylpropyl)-1H-1,2,3-triazol-4-yl)methyl)aminobenzamido)propionic acid